6-(4-((1H-indazol-5-yl)amino)pyrimidin-2-yl)-N-(1H-indazol-5-yl)-1H-indole-2-carboxamide N1N=CC2=CC(=CC=C12)NC1=NC(=NC=C1)C1=CC=C2C=C(NC2=C1)C(=O)NC=1C=C2C=NNC2=CC1